C(C)(C)(C)[C@]1(N([C@H](CN(C1)C1=CC=C(C2=CC=CC=C12)NC(=O)C=1C=C(C=2N(N1)C=C(N2)C)C)C)C(=O)O)C.C(C=C)(=O)N[C@@H](C(C)C)C(=O)O acrylyl-valine tert-butyl-(2R,6S)-4-[4-[(2,8-dimethylimidazo[1,2-b]pyridazine-6-carbonyl)amino]-1-naphthyl]-2,6-dimethyl-piperazine-1-carboxylate